C(C)(C)(C)OC(=O)N1[C@@H]2[C@@H](C[C@H](C1)C2)N (1S,4S,6R)-6-amino-2-azabicyclo[2.2.1]heptane-2-carboxylic acid tert-butyl ester